C1(CC1)C1=NC2=C(N1C1N(C=C(C=N1)F)C1=CC=C(C=C1)C(F)(F)F)C=CC=C2 2-(2-cyclopropyl-1H-benzimidazol-1-yl)-5-fluoro-N-[4-(trifluoromethyl)phenyl]pyrimidine